4-fluoro-N,N-bis(4-methoxybenzyl)-1H-pyrazole-3-sulfonamide HCl Cl.FC=1C(=NNC1)S(=O)(=O)N(CC1=CC=C(C=C1)OC)CC1=CC=C(C=C1)OC